4-Amino-1-(4-(2-((t-butyldimethylsilyl)oxy)propoxy)phenyl)pyrimidin-2(1H)-one NC1=NC(N(C=C1)C1=CC=C(C=C1)OCC(C)O[Si](C)(C)C(C)(C)C)=O